ClC1=C(C=C(C=C1)C(=O)N1CCC2(CC1)CCC(CC2)CCO)N2CNCC=C2 1-(2-Chloro-5-(9-(2-hydroxyethyl)-3-azaspiro[5.5]undecan-3-carbonyl)phenyl)dihydropyrimidine